(S)-(1-((2-(3',4'-dichloro-[1,1'-biphenyl]-4-yl)ethyl)amino)-1-oxohex-2-yl)(methyl)carbamic acid tert-butyl ester C(C)(C)(C)OC(N(C)[C@H](C(=O)NCCC1=CC=C(C=C1)C1=CC(=C(C=C1)Cl)Cl)CCCC)=O